2-[(5-methoxy-5-oxo-pentyl)amino]Thiazole-4-carboxylic acid methyl ester COC(=O)C=1N=C(SC1)NCCCCC(=O)OC